(1-(2-chloro-5-(5-(piperidin-1-yl)-1H-7-azaindol-3-yl)pyridin-3-yl)propyl)-9H-purin-6-amine ClC1=NC=C(C=C1C(CC)C1=NC(=C2N=CNC2=N1)N)C1=CNC2=NC=C(C=C12)N1CCCCC1